methyl N-[5-[6-[(4-fluoro-3-methyl-phenyl)-methyl-carbamoyl]imidazo[4,5-b]pyridin-1-yl]-2-pyridyl]carbamate FC1=C(C=C(C=C1)N(C(=O)C=1C=C2C(=NC1)N=CN2C=2C=CC(=NC2)NC(OC)=O)C)C